C(C)(C)(C)OC=1C2=C(N=C(N1)SC)SC1=C2C=CN=C1C1=C2C=NN(C2=CC(=C1C(F)(F)F)C=C)CC1=CC=C(C=C1)OC 4-(tert-butoxy)-8-(1-(4-methoxybenzyl)-5-(trifluoromethyl)-6-vinyl-1H-indazol-4-yl)-2-(methylthio)pyrido[4',3':4,5]thieno[2,3-d]pyrimidine